(+/-)-methyl-2-ethyl hexanoate C(CCCCC)(=O)OCCC